potassium (trifluoromethyl)sulfonate FC(F)(F)S(=O)(=O)[O-].[K+]